(R)-4-(5-(methyl-d3)-1,3,4-thiadiazol-2-yl)-N-(3-methylthieno[3,2-c]pyridin-4-yl)-N-(piperidin-3-yl)benzamide C(C1=NN=C(S1)C1=CC=C(C(=O)N([C@H]2CNCCC2)C2=NC=CC3=C2C(=CS3)C)C=C1)([2H])([2H])[2H]